E-pyridine-3-aldoxime N1=CC(=CC=C1)/C=N/O